tert-butyl 4-[4-(2,6-dioxo-3-piperidyl)anilino]piperidine-1-carboxylate O=C1NC(CCC1C1=CC=C(NC2CCN(CC2)C(=O)OC(C)(C)C)C=C1)=O